9-{4-[3-cyano-4'-(3-cyano-9H-carbazol-9-yl)-4,6-bis[4-(3-cyano-9H-carbazol-9-yl)phenyl]-5-(pyridin-3-yl)-[1,1'-biphenyl]-2-yl]phenyl}-9H-carbazole-3-carbonitrile C(#N)C=1C(=C(C(=C(C1C1=CC=C(C=C1)N1C2=CC=CC=C2C=2C=C(C=CC12)C#N)C=1C=NC=CC1)C1=CC=C(C=C1)N1C2=CC=CC=C2C=2C=C(C=CC12)C#N)C1=CC=C(C=C1)N1C2=CC=CC=C2C=2C=C(C=CC12)C#N)C1=CC=C(C=C1)N1C2=CC=CC=C2C=2C=C(C=CC12)C#N